5-((4-cyclopropyl-3-((methylsulfonyl)methyl)phenyl)amino)-7-((5-((dimethylamino)methyl)pyridin-2-yl)amino)pyrazolo[1,5-a]pyrimidine-3-carbonitrile C1(CC1)C1=C(C=C(C=C1)NC1=NC=2N(C(=C1)NC1=NC=C(C=C1)CN(C)C)N=CC2C#N)CS(=O)(=O)C